Glutaraldehyde phosphate P(=O)(O)(O)O.C(CCCC=O)=O